C(CCC)C1=NC(=C(N1C)C(=O)N[C@H](C(=O)O)CC1=CC=CC=C1)Cl (2S)-2-[(2-butyl-5-chloro-3-methylimidazole-4-carbonyl)amino]-3-phenylpropanoic acid